BrC1=CC=C(C=C1)C=1C=2N(C3=CC=C(C=C3N1)C(F)(F)F)C=CC2 4-(4-bromophenyl)-7-(trifluoromethyl)pyrrolo[1,2-a]quinoxaline